[O-]S(=O)(=O)C(F)(F)F.C(CCCCCCCCCCC)[NH+]1CC(CC1)CC 1-dodecyl-3-ethylpyrrolidinium triflate